9,10-diphenyl-Anthracene C1(=CC=CC=C1)C=1C2=CC=CC=C2C(=C2C=CC=CC12)C1=CC=CC=C1